6-fluoro-N-(pyridin-2-yl)-4-trifluoromethylquinazolin-2-amine FC=1C=C2C(=NC(=NC2=CC1)NC1=NC=CC=C1)C(F)(F)F